CC1(CCC2=CC=C(C=C12)C(C)(C)C)C 1,1-dimethyl-6-tert-butylindane